FC=1C(=NC=C(C1)N1CCC(CC1)O)NC=1C=CC(=C2CNC(C12)=O)C1=C2C(=NC=C1)N(C=C2)C 7-((3-fluoro-5-(4-hydroxypiperidin-1-yl)pyridin-2-yl)amino)-4-(1-methyl-1H-pyrrolo[2,3-b]pyridin-4-yl)isoindolin-1-one